ethyldiethanolamine CCN(CCO)CCO